N1(CCCC1)CCCCN1CCCC1 1,4-di-(1-pyrrolidinyl)butane